3-(3,3-dicyclopropylpropyloxy)-1H-pyrazole C1(CC1)C(CCOC1=NNC=C1)C1CC1